N1(N=CC=C1)CC1=CC2=C(C(=NO2)NS(=O)(=O)C2=C(C=CC=3C(COC32)(C)C)OC)C(=C1)OC N-(6-((1H-pyrazol-1-yl)methyl)-4-methoxybenzo[d]isoxazol-3-yl)-6-methoxy-3,3-dimethyl-2,3-dihydrobenzofuran-7-sulfonamide